CC1(N(CCC1)C(=O)NC(C(=O)O)CCN(CCCCC1=NC=2NCCCC2C=C1)CCOC(C)C)C 2-[(2,2-dimethylpyrrolidine-1-carbonyl)amino]-4-[2-isopropoxyethyl-[4-(5,6,7,8-tetrahydro-1,8-naphthyridin-2-yl)butyl]amino]butanoic acid